3-(((1S,2S,3R)-2,3-difluoro-1-hydroxy-7-(methylsulfonyl)-2,3-dihydro-1H-inden-4-yl)oxy)-5-fluorobenzonitrile F[C@H]1[C@H](C2=C(C=CC(=C2[C@H]1F)OC=1C=C(C#N)C=C(C1)F)S(=O)(=O)C)O